Cobalt-iron-nickel-chromium-manganese [Mn].[Cr].[Ni].[Fe].[Co]